FC1=C(C=C(C(=O)OC)C=C1)[N+](=O)[O-] Methyl 4-fluoro-3-nitrobenzoate